C(#C)[C@@]1(C(CCCC1)=O)C (R)-2-ethynyl-2-methylcyclohexan-1-one